C(CCCCCC)N Heptyl-amin